N-ethyl-3-[1-[[3-(2,2,2-trifluoroethoxy)-5-(trifluoromethyl)benzoyl]amino]ethyl]pyrazine-2-carboxamide C(C)NC(=O)C1=NC=CN=C1C(C)NC(C1=CC(=CC(=C1)C(F)(F)F)OCC(F)(F)F)=O